FC(C1=CC=C(C(=O)N)C=C1)(F)F 4-(trifluoromethyl)benzamide